BrC1=C(OC2CC3C(CN(C3)C(=O)OC(C)(C)C)C2)C=CC(=C1)[N+](=O)[O-] tert-butyl 5-(2-bromo-4-nitrophenoxy)hexahydrocyclopenta[c]pyrrole-2(1H)-carboxylate